1-(5-(Bromomethyl)-2-nitrophenyl)ethan-1-ol BrCC=1C=CC(=C(C1)C(C)O)[N+](=O)[O-]